bis(4-(tert-butyl)phenyl)-bromobenzene nitrogen [N].C(C)(C)(C)C1=CC=C(C=C1)C=1C(=C(C=CC1)Br)C1=CC=C(C=C1)C(C)(C)C